2,5-xylidinoquinoline N(C=1C(=CC=C(C1)C)C)C1=NC2=CC=CC=C2C=C1